3-amino-N-((1-methylpyrrolidin-2-yl)methyl)-5-(oxazol-2-yl)-6-(3-(trifluoromethyl)imidazo[1,2-a]pyridin-6-yl)pyrazine-2-carboxamide NC=1C(=NC(=C(N1)C=1OC=CN1)C=1C=CC=2N(C1)C(=CN2)C(F)(F)F)C(=O)NCC2N(CCC2)C